(5-(((1S,2R,4R)-7-oxabicyclo(2.2.1)heptan-2-yl)oxy)-1,3,4-thiadiazol-2-yl)-2'-chloro-5'-methoxy-6-methyl-(4,4'-bipyridine)-3-carboxamide [C@@H]12[C@@H](C[C@@H](CC1)O2)OC2=NN=C(S2)C2=NC(=CC(=C2C(=O)N)C2=CC(=NC=C2OC)Cl)C